5-{6-[2-(2,4-Dimethyl-indol-1-yl)-ethylamino]-pyrimidin-4-yl}-3-ethoxy-thiophen CC=1N(C2=CC=CC(=C2C1)C)CCNC1=CC(=NC=N1)C1=CC(=CS1)OCC